FC1=CC=C(C=C1)NC=1OC(=CN1)C1=CC=C(C(=O)OC)C=C1 methyl 4-(2-((4-fluorophenyl)amino)oxazol-5-yl)benzoate